(6-(2-aminoethyl)naphthalen-2-yl)(piperazin-1-yl)methanone NCCC=1C=C2C=CC(=CC2=CC1)C(=O)N1CCNCC1